CC1(OB(OC1(C)C)C=1C=C2CCC(C2=CC1)N1CCC(CC1)C(C)=O)C 1-(1-(5-(4,4,5,5-tetramethyl-1,3,2-dioxaborolan-2-yl)-2,3-dihydro-1H-inden-1-yl)piperidin-4-yl)ethan-1-one